CN(CC(CCNC(=O)N(CCCCCCCC(=O)OCCCC(CCCCCC)CCCCCC)CCCCCCCC(=O)OCCCC(CCCCCC)CCCCCC)O)C bis(4-hexyldecyl) 8,8'-(((4-(dimethylamino)-3-hydroxybutyl) carbamoyl) azanediyl)dioctanoate